Hydrochloride Hydrate O.Cl